FC1(CCC(CC1)NC1=NC(=NC(=C1)C)N1N=C(C=C1)OC)F N-(4,4-difluorocyclohexyl)-2-(3-methoxy-1H-pyrazol-1-yl)-6-methylpyrimidin-4-amine